lauryl stearyl-3,3'-thio-dipropionate C(CCCCCCCCCCCCCCCCC)C(C(=O)[O-])CSCCC(=O)OCCCCCCCCCCCC